diethyl-4-oxocyclohexane C(C)C1(CCC(CC1)=O)CC